N(CC(=O)NCCOCCOCCOCCNS(=O)(=O)C1=CC(=CC=C1)C1CN(CC2=C(C=C(C=C12)Cl)Cl)C)(CC(=O)NCCOCCOCCOCCNS(=O)(=O)C1=CC(=CC=C1)C1CN(CC2=C(C=C(C=C12)Cl)Cl)C)CC(=O)NCCOCCOCCOCCNS(=O)(=O)C1=CC(=CC=C1)C1CN(CC2=C(C=C(C=C12)Cl)Cl)C 2,2',2''-nitrilotris(N-(2-(2-(2-(2-(3-(6,8-dichloro-2-methyl-1,2,3,4-tetrahydroisoquinolin-4-yl)phenylsulfonamido)ethoxy)ethoxy)ethoxy)-ethyl)acetamide)